isoheneicosylurea C(CCCCCCCCCCCCCCCCCC(C)C)NC(=O)N